C1(=CC=CC=C1)C=1C=C2N(N=CC=C2O)C1 6-phenylpyrrolo[1,2-b]pyridazin-4-ol